O=C1NC(CCC1N1C(C2=CC=C(C=C2C1=O)N1C2CNC(C1)CC2)=O)=O 5-(2-(2,6-dioxopiperidin-3-yl)-1,3-dioxoisoindoline-5-yl)-2,5-diazabicyclo[2.2.2]octane